1,3-dichloro-1,3-dibutyl-1,3-disilacyclobutane Cl[Si]1(C[Si](C1)(CCCC)Cl)CCCC